ClC=1C2=C(N=CN1)N(C(=C2)C)[C@@H]2[C@@H]1[C@]([C@@H]3[C@H]2OC(O3)(C)C)(C1)C=O (3aR,3bS,4aS,5R,5aS)-5-(4-Chloro-6-methyl-7H-pyrrolo[2,3-d]pyrimidin-7-yl)-2,2-dimethyltetrahydrocyclopropa[3,4]cyclopenta[1,2-d][1,3]dioxole-3b(3aH)-carbaldehyde